Ethyl 1-(1-(2-(methylthio)pyrimidin-5-yl)ethyl)-1H-1,2,3-triazole-4-carboxylate CSC1=NC=C(C=N1)C(C)N1N=NC(=C1)C(=O)OCC